ClC1=C(C=CC=C1)[C@@H]([C@@H](C)C=1N(C(C(=C(N1)C(=O)NC=1C=NOC1)O)=O)C)C1=CC=CC=C1 2-((1S,2R)-1-(2-chlorophenyl)-1-phenylpropan-2-yl)-5-hydroxy-N-(isoxazol-4-yl)-1-methyl-6-oxo-1,6-dihydropyrimidine-4-carboxamide